Dibutyl 7,7'-((5-(2-(4-(2-((4-(bis(2-hydroxy-7-isopropoxy-7-oxoheptyl)amino)butyl)-disulfaneyl)ethyl)piperazin-1-yl)ethoxy)-5-oxopentyl)azanediyl)bis(6-hydroxyheptanoate) OC(CN(CCCCSSCCN1CCN(CC1)CCOC(CCCCN(CC(CCCCC(=O)OCCCC)O)CC(CCCCC(=O)OCCCC)O)=O)CC(CCCCC(OC(C)C)=O)O)CCCCC(=O)OC(C)C